C(C1=CC=CC=C1)OC=1C=C2[C@]3(CCC[C@]([C@@H]3CCC2=CC1)(C(=O)OCCN(C)C)C)C 2-(Dimethylamino)ethyl (1R,4aS,10aR)-6-(benzyloxy)-1,4a-dimethyl-1,2,3,4,4a,9,10,10a-octahydrophenanthrene-1-carboxylate